2-(((1r,4r)-4-(((3,5-dimethylphenyl)(3-fluorophenyl)carbamoyloxy)methyl)cyclohexyl)methoxy)acetic acid CC=1C=C(C=C(C1)C)N(C(=O)OCC1CCC(CC1)COCC(=O)O)C1=CC(=CC=C1)F